C1(=CC=CC=C1)NC1=CC=CC(=N1)C1(N(CCNC1)C=O)C1=NC(=CC=C1)NC1=CC=CC=C1 Di-(6-(phenylamino)pyridin-2-yl)(piperazin-1-yl)methanone